(4-methylcyclohexyl)piperidine-4-carboxamide CC1CCC(CC1)N1CCC(CC1)C(=O)N